N-[4-(benzyloxy)phenyl]-3-(5-chloro-2-{[(3S)-3-(morpholin-4-ylmethyl)-3,4-dihydroisoquinolin-2(1H)-yl]carbonyl}phenyl)-5,6,7,8-tetrahydroindolizine-1-carboxamide C(C1=CC=CC=C1)OC1=CC=C(C=C1)NC(=O)C=1C=C(N2CCCCC12)C1=C(C=CC(=C1)Cl)C(=O)N1CC2=CC=CC=C2C[C@H]1CN1CCOCC1